O1C=CC=2C(=NC=CC21)C(=O)OC methyl furo[3,2-c]pyridine-4-carboxylate